2-(4-bromo-5-chloro-2-phenylbenzo[d][1,3]dioxol-2-yl)ethan-1-ol BrC1=C(C=CC=2OC(OC21)(C2=CC=CC=C2)CCO)Cl